tripyrrolidinopyrrole phosphonium hexafluorophosphate F[P-](F)(F)(F)(F)F.[PH4+].N1(CCCC1)C=1C(=C(NC1)N1CCCC1)N1CCCC1